COC(C(C)(C)N1N=C(C(=C1)C(N(C)C)=O)S(N(CC1=CC=C(C=C1)OC)CC1=CC=C(C=C1)OC)(=O)=O)=O.COC1=C(C(=O)NCC=2OC(=NN2)C=2SC=CC2)C=CC=C1 2-methoxy-N-((5-(thiophen-2-yl)-1,3,4-oxadiazol-2-yl)methyl)benzamide methyl-2-(3-(N,N-bis(4-methoxybenzyl)sulfamoyl)-4-(dimethylcarbamoyl)-1H-pyrazol-1-yl)-2-methylpropanoate